1-ethyl-1-heptylpyrrolidinium bis(pentafluoroethanesulfonyl)imide salt [N-](S(=O)(=O)C(F)(F)C(F)(F)F)S(=O)(=O)C(F)(F)C(F)(F)F.C(C)[N+]1(CCCC1)CCCCCCC